C1(CC1)C1=C(C=CC=C1)C=1C=C2C(CC3(CNC(C3)=O)C2=CC1)(C(F)(F)F)O 5-(2-cyclopropylphenyl)-3-hydroxy-3-(trifluoromethyl)-2,3-dihydrospiro[inden-1,3'-pyrrolidin]-5'-one